4-amino-6-chloro-2-cyclopentyl-pyrimidine-5-carbaldehyde NC1=NC(=NC(=C1C=O)Cl)C1CCCC1